4-amino-8-bromo-7-fluoro-N-propylcinnoline-3-carboxamide NC1=C(N=NC2=C(C(=CC=C12)F)Br)C(=O)NCCC